5-(allyloxy)-2-(2,6-dioxopiperidin-3-yl)isoindoline-1,3-dione C(C=C)OC=1C=C2C(N(C(C2=CC1)=O)C1C(NC(CC1)=O)=O)=O